1-methoxy-3a,4,5,6,7,7a-hexahydro-1H-4,7-methanoindene COC1C=CC2C3CCC(C12)C3